P(=O)(OCOC1=C(C=CC=C1)\N=N\C=1C(=NC(=CC1)N)N)(O)O (E)-(2-((2,6-diaminopyridin-3-yl)diazenyl)phenoxy)methyl dihydrogen phosphate